6-chloro-5-(2-oxooxazolidin-3-yl)-2-phenyl-1H-benzo[d]imidazole-4,7-dione ClC1=C(C(C2=C(NC(=N2)C2=CC=CC=C2)C1=O)=O)N1C(OCC1)=O